N-((4-(4-(trifluoromethyl)phenyl)-4,5,6,7-tetrahydropyrazolo[1,5-a]pyrimidin-6-yl)methyl)methacrylamide FC(C1=CC=C(C=C1)N1C=2N(CC(C1)CNC(C(=C)C)=O)N=CC2)(F)F